Tert-butyl 2-(6-cyano-3-(3-fluoro-4-methoxyphenyl)-8-((6-methylpyridin-3-yl)oxy)-4-oxo-3,4-dihydroquinazolin-2-yl)pyrrolidine-1-carboxylate C(#N)C=1C=C2C(N(C(=NC2=C(C1)OC=1C=NC(=CC1)C)C1N(CCC1)C(=O)OC(C)(C)C)C1=CC(=C(C=C1)OC)F)=O